tert-butyl N-[(2S)-1-[3-bromo-5-chloro-7-(methyl sulfanyl) furo[3,2-b]pyridin-2-yl]propan-2-yl]carbamate BrC1=C(OC=2C1=NC(=CC2SC)Cl)C[C@H](C)NC(OC(C)(C)C)=O